tert-butylhexyl-dimethoxysilane C(C)(C)(C)[Si](OC)(OC)CCCCCC